3-((4-(4-fluorophenyl)-3-(pyrrolidin-1-ylmethyl)-2H-chromen-6-yl)oxy)propanoic acid FC1=CC=C(C=C1)C1=C(COC2=CC=C(C=C12)OCCC(=O)O)CN1CCCC1